4-(1-(2,2-diphenylethyl)piperidin-4-yl)phenol C1(=CC=CC=C1)C(CN1CCC(CC1)C1=CC=C(C=C1)O)C1=CC=CC=C1